tert-butyl 2-(2,5-difluoro-4-(6-hydroxypyridin-2-yl)benzyl)-1-(2-methoxyethyl)-1H-benzo[d]imidazole-6-carboxylate FC1=C(CC2=NC3=C(N2CCOC)C=C(C=C3)C(=O)OC(C)(C)C)C=C(C(=C1)C1=NC(=CC=C1)O)F